isohexyl-ammonium C(CCC(C)C)[NH3+]